bromo-1-methyl-2,3-dihydro-1H-indole-6-sulfonyl chloride BrC1N(C2=CC(=CC=C2C1)S(=O)(=O)Cl)C